2,4-dichloro-3-vinyl-1,5-difluorobenzene ClC1=C(C=C(C(=C1C=C)Cl)F)F